(1,8-naphthyridin-4-yl)piperidine-4-carboxylic acid ethyl ester C(C)OC(=O)C1CCN(CC1)C1=CC=NC2=NC=CC=C12